CC1=CC=C(C=C1)C1=CC=C(O1)C(=O)O 5-(4-Methylphenyl)-2-furoic acid